FC1([C@@H]([C@@H](N(C1)C(=O)C1OCC1)CC=1C(=C(C=CC1)C1=C(C=C(C(=C1)C)F)F)F)NS(=O)(=O)CC)F N-{(2S,3R)-4,4-difluoro-1-(oxetane-2-carbonyl)-2-[(2,2',4'-trifluoro-5'-methyl[1,1'-biphenyl]-3-yl)methyl]pyrrolidin-3-yl}ethanesulfonamide